[N+](=O)([O-])C=1C=C(C=CC1[N+](=O)[O-])NN 3,4-dinitrophenyl-hydrazine